S(=O)(=O)=CCOS(=O)(=O)O sulfonylethylhydrogensulphate